5-[3-(1H-imidazol-4-yl)-5,7-dimethylimidazo[1,2-a]pyrimidin-2-yl]-3-(trifluoromethyl)-1H-1,2,4-triazole N1C=NC(=C1)C1=C(N=C2N1C(=CC(=N2)C)C)C2=NC(=NN2)C(F)(F)F